C1=CC=CC=2C3=CC=CC=C3C(C12)COC(=O)N(C)C(C(=O)O)CC=C ((((9H-fluoren-9-yl)methoxy)carbonyl)(methyl)amino)pent-4-enoic acid